dioxaspiro[5.5]undecane C1CCC2(CC1)CCCOO2